OC=1OC2=C(C1O)C=CC(=C2)C=2OC1=C(C(C2O)=O)C(=CC(=C1)O)O 2-(2,3-Dihydroxybenzofuran-6-yl)-3,5,7-trihydroxy-benzopyran-4-one